BrC1=C(N(N=C1C)C)COCCN(C(OC(C)(C)C)=O)C tert-butyl N-[2-[(4-bromo-2,5-dimethyl-pyrazol-3-yl)methoxy]ethyl]-N-methyl-carbamate